(Z)-N-(4-((4-([1,2,4]triazolo[1,5-a]pyridin-7-yloxy)-2-methoxy-5-methylphenyl)amino)-7-((tetrahydrofuran-3-yl)oxy)quinazolin-6-yl)-2-fluoro-3-((R)-1-methylpyrrolidin-2-yl)acrylamide N=1C=NN2C1C=C(C=C2)OC2=CC(=C(C=C2C)NC2=NC=NC1=CC(=C(C=C21)NC(/C(=C/[C@@H]2N(CCC2)C)/F)=O)OC2COCC2)OC